BrC1=C(SC=C1C)C(C)=O 1-(3-bromo-4-methylthiophen-2-yl)ethan-1-one